NC=1N=C(C(=C2C=C(N=CC12)NC(=O)[C@H]1[C@@H](C1)C=1C=NNC1)F)C=1C=NC=CC1C (1R,2R)-N-(8-amino-5-fluoro-6-(4-methylpyridine-3-Yl)-2,7-naphthyridin-3-yl)-2-(1H-pyrazol-4-yl)cyclopropane-1-carboxamide